[2-[1,4']bipiperidinyl-1'-yl-1-(7-chloro-1H-indazol-5-ylmethyl)-2-oxo-eth-yl]-amide N1(CCCCC1)C1CCN(CC1)C(C(CC=1C=C2C=NNC2=C(C1)Cl)[NH-])=O